FCC(O)([2H])C1=CC=C(C=C1)OC 2-fluoro-1-(4-methoxyphenyl)ethan-1-d-1-ol